C(C)N1N=C(C2=C1C(NCC1(CCOCC1)C2)=O)CC(COC(C2=CC(=CC=C2)C(=O)N2CCOCC2)=O)(C)C 3-(Morpholine-4-carbonyl)benzoic acid [3-(1-ethyl-8-oxo-spiro[6,7-dihydro-4H-pyrazolo[3,4-c]azepin-5,4'-tetrahydropyran]-3-yl)-2,2-dimethyl-propyl] ester